6-(2-fluorophenyl)-1'-methyl-5H-spiro[pyrido[4,3-d]pyrimidine-8,3'-pyrrolidine]-5,7(6H)-dione FC1=C(C=CC=C1)N1C(C2=C(N=CN=C2)C2(CN(CC2)C)C1=O)=O